ClC1=CC2=C(C(=NN(C2=O)CC(=O)N[C@H]2CN(CCC2)C2CC2)C(C)C)S1 (2-chloro-7-isopropyl-4-oxo-thieno[2,3-d]pyridazin-5-yl)-N-[(3R)-1-cyclopropyl-3-piperidinyl]acetamide